C1(CCCC1)C1=NN(C(=C1C1CC1)NC(OC1CC(C1)C(F)F)=O)C (1s,3s)-3-(difluoromethyl)cyclobutyl (3-cyclopentyl-4-cyclopropyl-1-methyl-1H-pyrazol-5-yl)carbamate